N(=[N+]=[N-])CCCC(=O)O γ-azidobutyric acid